FC1=CC=C(C=C1)NNC(=O)C=1C(=NN(C1)C=1SC=CN1)C(C)C N'-(4-fluorophenyl)-3-isopropyl-1-(thiazol-2-yl)-1H-pyrazole-4-carbohydrazide